(1R,3s,5S)-3-(cyclopropylamino)-8-azabicyclo[3.2.1]octane-8-carboxylic acid tert-butyl ester C(C)(C)(C)OC(=O)N1[C@H]2CC(C[C@@H]1CC2)NC2CC2